tert-butyl 4-[4-fluoro-5-([8-fluoro-2-methylimidazo[1,2-a]pyridin-6-yl]carbamoyl)thiophen-2-yl]piperazine-1-carboxylate FC=1C=C(SC1C(NC=1C=C(C=2N(C1)C=C(N2)C)F)=O)N2CCN(CC2)C(=O)OC(C)(C)C